3-bromo-4,5-dimethoxybenzoic acid BrC=1C=C(C(=O)O)C=C(C1OC)OC